2,5-dimethyl-6-heptene CC(C)CCC(C=C)C